C(C)(C)C=1NC(=C(N1)C(=O)O[C@@]1(O[C@@H]([C@H]([C@@H]([C@H]1O)O)O)CO)C1=CC(=C(C=C1)Cl)CC1=CC=C(C=C1)OC)C(=O)O (2S,3R,4S,5S,6R)-2-(4-chloro-3-(4-methoxybenzyl)phenyl)-6-(hydroxymethyl)tetrahydro-2H-pyran-2,3,4,5-tetraol 2-isopropylimidazole-4,5-dicarboxylate